tert-butyl 4-((3-(2-methoxy-5-(2-methylallyl)phenyl)isoxazole-5-yl)methyl)piperazine-1-carboxylate COC1=C(C=C(C=C1)CC(=C)C)C1=NOC(=C1)CN1CCN(CC1)C(=O)OC(C)(C)C